N-(4-((5-(3-fluoro-4-hydroxyphenyl)-1H-pyrazol-3-yl)amino)-3-methylphenyl)methanesulfonamide FC=1C=C(C=CC1O)C1=CC(=NN1)NC1=C(C=C(C=C1)NS(=O)(=O)C)C